(R)-4-((R) or (S)-1-hydroxyethyl)-N'-(((R)-3-methyl-1,2,3,5,6,7-hexahydrodicyclopenta[b,e]pyridin-8-yl)carbamoyl)thiophene-2-sulfonimidamide germanium [Ge].O[C@H](C)C=1C=C(SC1)[S@@](=O)(N)=NC(NC1=C2C(=NC3=C1CCC3)[C@@H](CC2)C)=O |o1:2|